5-(4-((3-ethyl-2,4-dioxo-1,2,3,4-tetrahydropyrido[4,3-d]pyrimidin-7-yl)methyl)piperazin-1-yl)-N-methylpyridinecarboxamide C(C)N1C(NC2=C(C1=O)C=NC(=C2)CN2CCN(CC2)C=2C=CC(=NC2)C(=O)NC)=O